N=1C=NN2C1C=C(C=C2)OC2=C(C=C(C=C2)NC2=NC=NN1C2=C(C=C1)C1CN(CCC1)C(C=C)=O)C 1-(3-(4-((4-([1,2,4]triazolo[1,5-a]pyridin-7-yloxy)-3-methylphenyl)amino)pyrrolo[2,1-f][1,2,4]triazin-5-yl)piperidin-1-yl)prop-2-en-1-one